ClC1=C(C=C(OCC(=O)NC23CC(C2)(C3)NC3=NC(=NC=C3)C3=CC=C(C=C3)Cl)C=C1)F 2-(4-chloro-3-fluorophenoxy)-N-(3-{[2-(4-chlorophenyl)pyrimidin-4-yl]amino}bicyclo[1.1.1]pentan-1-yl)acetamide